Rac-(2S,6R)-9-(trifluoromethyl)-3,4,5,6-tetrahydro-2H-2,6-methanobenzo[b][1,5]oxazocine FC(C=1C=CC2=C(O[C@H]3CCN[C@@H]2C3)C1)(F)F |r|